FC(C1=CC(=NC(=C1)C1=C(C=CC=C1)C=1C(=C(C=C(C1)C)C12CC3(CC(CC(C1)(C3)C)(C2)C)C)O)C2=C(C=CC=C2)C=2C(=C(C=C(C2)C)C23CC1(CC(CC(C2)(C1)C)(C3)C)C)O)(F)F 2',2'''-(4-Trifluoromethylpyridine-2,6-diyl)bis(5-methyl-3-((3r,5r,7r)-3,5,7-trimethyladamantan-1-yl)-[1,1'-biphenyl]-2-ol)